COC1=C(C=C(C=C1)C2=CC(=O)C3=C(O2)C=C(C(=C3O)OC)O)OC The molecule is a trimethoxyflavone that is flavone substituted by hydroxy groups at C-5 and C-7 and methoxy groups at C-6, C-3' and C-4' respectively. Isolated from Citrus reticulata and Salvia tomentosa, it exhibits anti-inflammatory, anti-ulcer and antineoplastic activities. It has a role as an anti-ulcer drug, an EC 1.13.11.34 (arachidonate 5-lipoxygenase) inhibitor, an antineoplastic agent, an anti-inflammatory agent and a metabolite. It is a trimethoxyflavone and a dihydroxyflavone.